(2-chlorophenyl)(3-methoxy-2-(methoxymethyl)-2-methyl-2,7-dihydro-1H-pyrrolo[3',2':5,6]pyrido[3,4-b]pyrazin-9-yl)methanone Nickel-Iron [Fe].[Ni].ClC1=C(C=CC=C1)C(=O)C1=CNC2=C1C1=C(N=C(C(N1)(C)COC)OC)C=N2